1-(6-bromo-2-oxo-1,2-dihydroquinoline-4-carbonyl)-4-(3,4-dichlorophenyl)-N-(3,3,3-Trifluoropropyl)piperazine-2-carboxamide BrC=1C=C2C(=CC(NC2=CC1)=O)C(=O)N1C(CN(CC1)C1=CC(=C(C=C1)Cl)Cl)C(=O)NCCC(F)(F)F